Cl.N(C(=N)N)C1=CC=C(C(=O)OC2=CC(=C(C=C2)C2=CC=CC=C2)C#N)C=C1 cyano-[1,1'-biphenyl]-4-yl 4-guanidinobenzoate hydrochloride